palladium bromite Br(=O)[O-].[Pd+2].Br(=O)[O-]